BrC1=C(C(=CC2=C1[C@@H]([C@](O2)(C2=CC=CC=C2)C2NCCC2)OC)F)Cl 2-((2S,3S)-4-bromo-5-chloro-6-fluoro-3-methoxy-2-phenyl-2,3-dihydrobenzofuran-2-yl)pyrrolidine